(1R,3S,4R)-N-((S)-1-cyano-2-((S)-2-oxopyrrolidin-3-yl)ethyl)-2-(4-(difluoromethyl)-1H-indole-2-carbonyl)-5,5-difluoro-2-azabicyclo[2.2.2]octane-3-carboxamide C(#N)[C@H](C[C@H]1C(NCC1)=O)NC(=O)[C@H]1N([C@H]2CC([C@@H]1CC2)(F)F)C(=O)C=2NC1=CC=CC(=C1C2)C(F)F